CC=1C=C(C=2N(C(C=C(N2)N2CCCCC2)=O)C1)C(C)NC1=C(C(=O)O)C=CC=C1 2-((1-(7-methyl-4-oxo-2-(piperidin-1-yl)-4H-pyrido[1,2-a]pyrimidin-9-yl)ethyl)amino)benzoic acid